NC(C)C1=C(C2=C(OCCO2)C=C1)N1CCNCC1 6-(1-aminoethyl)-5-(piperazin-1-yl)-2,3-dihydro-1,4-benzodioxine